N1N=CC(=C1)C1=NC2=C(N1)C=CC(=C2)N 2-(1H-Pyrazole-4-yl)-1H-benzo[d]imidazol-5-amine